ethyl 3-[3-[1-[1-allyl-2-[5-[4,6-difluoro-1-(2-trimethylsilylethoxymethyl)indol-5-yl]oxy-2-vinyl-phenyl]imidazol-4-yl]ethyl]-2-fluoro-phenyl]propanoate C(C=C)N1C(=NC(=C1)C(C)C=1C(=C(C=CC1)CCC(=O)OCC)F)C1=C(C=CC(=C1)OC=1C(=C2C=CN(C2=CC1F)COCC[Si](C)(C)C)F)C=C